[Br-].C(CCCN1C=[N+](C=C1)CCCOC(=O)OCCCBr)N1C=[N+](C=C1)CCCOC(=O)OCCCBr.[Br-] (butane-1,4-diyl)bis(3-(3-(((3-bromopropoxy)carbonyl)oxy)propyl)-1H-imidazol-3-ium) bromide